O=C1N(C(C2=CC=CC=C12)=O)CCC(C(=O)O)C(NCCCCCCCCCCC)=O 4-(1,3-dioxoisoindolin-2-yl)-2-(undecylcarbamoyl)butanoic acid